4-n-propoxy-2,5-dimethyl-3(2H)-furanone C(CC)OC=1C(C(OC1C)C)=O